N-(5,8-dimethoxy-6-methyl-1-oxo-1,2,3,4-tetrahydronaphthalen-2-yl)acetamide COC1=C2CCC(C(C2=C(C=C1C)OC)=O)NC(C)=O